monosodium glutaminate N[C@@H](CCC(N)=O)C(=O)[O-].[Na+]